C(C(C)C)C(CCC(=O)O)N 4-isobutyl-γ-aminobutyric acid